3-((4-(chlorodifluoromethoxy)phenyl)amino)pyrazine-2-Formohydrazide ClC(OC1=CC=C(C=C1)NC=1C(=NC=CN1)C(=O)NN)(F)F